biguanide hydrobromic acid salt Br.NC(=N)NC(=N)N